FC=1C=C2C(=CNC2=CC1)CCN1CC(CC1)(O)C 1-[2-(5-fluoro-1H-indol-3-yl)ethyl]-3-methyl-pyrrolidin-3-ol